ethyl (2R,3R)-1-((R)-tert-butylsulfinyl)-3-methylaziridine-2-carboxylate C(C)(C)(C)[S@@](=O)N1[C@H]([C@H]1C)C(=O)OCC